The molecule is a beta-D-glucosyl-(1<->1')-N-acylsphinganine in which the acyl group specified is eicosanoyl. It has a role as a mouse metabolite. It is a beta-D-glucosyl-(1<->1')-N-acylsphinganine and a secondary carboxamide. It derives from an icosanoic acid. CCCCCCCCCCCCCCCCCCCC(=O)N[C@@H](CO[C@H]1[C@@H]([C@H]([C@@H]([C@H](O1)CO)O)O)O)[C@@H](CCCCCCCCCCCCCCC)O